CCC(=O)N1CCCC1C(=O)O The molecule is a N-acylpyrrolidine that is proline substituted by a propanoyl group at the nitrogen atom. It is a N-acylpyrrolidine, a pyrrolidinemonocarboxylic acid and a non-proteinogenic alpha-amino acid. It derives from a proline.